N-(2-(3-(5-isopropoxy-pyridin-2-yl)-1,2,4-thiadiazol-5-ylamino)pyridin-3-yl)-N-methylcyclobutane-carboxamide C(C)(C)OC=1C=CC(=NC1)C1=NSC(=N1)NC1=NC=CC=C1N(C(=O)C1CCC1)C